3-acryloyloxypropyl-triethoxysilane C(C=C)(=O)OCCC[Si](OCC)(OCC)OCC